cyclopropyl-1-methyl-pyrazolo[3,4-b]pyridine-4-carboxylic acid C1(CC1)C1=NN(C=2N=CC=C(C21)C(=O)O)C